2-(6-{5-Chloro-2-[(2-methyl-2H-1,2,3-triazol-4-yl)amino]pyrimidin-4-yl}-1-oxo-2,3-dihydro-1H-isoindol-2-yl)-N-[(1S)-1-(3-fluoro-5-methoxyphenyl)-2-hydroxyethyl]acetamid ClC=1C(=NC(=NC1)NC1=NN(N=C1)C)C1=CC=C2CN(C(C2=C1)=O)CC(=O)N[C@H](CO)C1=CC(=CC(=C1)OC)F